2-(1,3-benzodioxol-5-yl)-4,6-bis(trichloromethyl)-1,3,5-Triazine O1COC2=C1C=CC(=C2)C2=NC(=NC(=N2)C(Cl)(Cl)Cl)C(Cl)(Cl)Cl